BrC1=CC=C(C=N1)C(C(F)(F)F)(O)C1CCN(CC1)C(=O)[O-] 4-(1-(6-bromopyridin-3-yl)-2,2,2-trifluoro-1-hydroxyethyl)piperidine-1-carboxylate